Dimethyl 3,3'-(5,5'-Dihydroxy-4,4'-dioxo-4H,4'H-[8,8'-bichromene]-2,2'-diyl)dipropanoate OC1=C2C(C=C(OC2=C(C=C1)C=1C=CC(=C2C(C=C(OC12)CCC(=O)OC)=O)O)CCC(=O)OC)=O